2-[2-(2-hydroxypropoxy)propoxy]propan-1-ol OC(COC(COC(CO)C)C)C